FC1=NC(=CC=C1C=1N(C2=CC=C(C=C2C1)O)C(=O)OC(C)(C)C)N1CC(CCC1)OC t-butyl 2-{2-fluoro-6-[3-methoxypiperidin-1-yl]pyridin-3-yl}-5-hydroxy-1H-indole-1-carboxylate